3-[3-(2-chloro-6-methyl-4-pyridinyl)-5-(dimethylamino)pyrazolo[1,5-a]pyrimidin-2-yl]benzonitrile ClC1=NC(=CC(=C1)C=1C(=NN2C1N=C(C=C2)N(C)C)C=2C=C(C#N)C=CC2)C